O1P2(ON1C(CN1OP(O2)(=O)O1)O)=O hydroxyethylenediamine diphosphate